C(CCCCC=NO)=NO hexanedial dioxime